tert-Butyl (3-(2-(1-benzyl-1H-indol-2-yl)-1-methyl-1H-benzo[d]imidazole-5-carbonyl)cyclopentyl)carbamate C(C1=CC=CC=C1)N1C(=CC2=CC=CC=C12)C1=NC2=C(N1C)C=CC(=C2)C(=O)C2CC(CC2)NC(OC(C)(C)C)=O